5-[(5-chloropyrimidin-2-yl)oxy]-4-{2-[3-(trifluoromethyl)-1H-pyrazol-1-yl]ethyl}spiro[benzo[b][1,4]Oxazine-2,1'-cyclopropane]-3(4H)-one ClC=1C=NC(=NC1)OC1=CC=CC=2OC3(CC3)C(N(C21)CCN2N=C(C=C2)C(F)(F)F)=O